4-Chloro-3-(6,6-difluoro-4-azaspiro[2.4]heptan-4-yl)-1H-indazole ClC1=C2C(=NNC2=CC=C1)N1C2(CC2)CC(C1)(F)F